FC=1C=C(C[C@H](N)C(=O)O)C=C(C1)F 3,5-difluorophenylalanine